C(C)(=O)NC=1SC(=CN1)CN1CCN(CC1)CC(=O)NC1=CC=C(C=C1)OC 2-(4-((2-acetamidothiazol-5-yl)methyl)piperazin-1-yl)-N-(4-methoxyphenyl)acetamide